C(#N)C(C(=O)OCC(COC(C(=C(C1=CC=CC=C1)C1=CC=CC=C1)C#N)=O)(COC(C(=C(C1=CC=CC=C1)C1=CC=CC=C1)C#N)=O)COC(C(=C(C1=CC=CC=C1)C1=CC=CC=C1)C#N)=O)=C(C1=CC=CC=C1)C1=CC=CC=C1 pentaerythritol tetra(2-cyano-3,3-diphenyl acrylate)